N-((3R,5S)-5-(((4-((1R,5S)-3,8-diazabicyclo[3.2.1]octan-3-yl)-7-(8-chloronaphthalen-1-yl)-8-fluoropyrido[4,3-d]pyrimidin-2-yl)oxy)methyl)-1-methylpyrrolidin-3-yl)-4-formylbenzamide [C@H]12CN(C[C@H](CC1)N2)C=2C1=C(N=C(N2)OC[C@@H]2C[C@H](CN2C)NC(C2=CC=C(C=C2)C=O)=O)C(=C(N=C1)C1=CC=CC2=CC=CC(=C12)Cl)F